ClC1=C2C(N(C(C2=C(C=C1)NC1=NC=C(C=C1)N1CCC(CC1)O)=O)C(=O)OC(C)(C)C)C Tert-Butyl 4-chloro-7-((5-(4-hydroxypiperidin-1-yl)pyridin-2-yl)amino)-3-methyl-1-oxoisoindoline-2-carboxylate